(S)-6-(propyl(2-(thiophen-2-yl)ethyl)amino)-5,6,7,8-tetrahydronaphthalen-1-ol C(CC)N([C@@H]1CC=2C=CC=C(C2CC1)O)CCC=1SC=CC1